2-[3-(6-methyl-2-pyridyl)-1H-pyrazol-4-yl]-7-[1-(5,6,7,8-tetrahydro-1,6-naphthyridin-3-ylmethyl)triazol-4-yl]-1,5-naphthyridine CC1=CC=CC(=N1)C1=NNC=C1C1=NC2=CC(=CN=C2C=C1)C=1N=NN(C1)CC=1C=NC=2CCNCC2C1